N1=C(C(=CC=C1)CO)C1=NC=CC=C1 2,2'-bipyridyl-methanol